2-(5-chloro-2-methoxyisonicotinamido)benzo[d]thiazole-6-carboxylic acid ClC1=CN=C(C=C1C(=O)NC=1SC2=C(N1)C=CC(=C2)C(=O)O)OC